1-Allyl-3-Methylimidazol chlorid [Cl-].C(C=C)N1CN(C=C1)C